7-bromo-3,4-dihydroquinolin BrC1=CC=C2CCC=NC2=C1